pyrid-2-on N1C(C=CC=C1)=O